(S)-5-(2-(1H-Imidazol-2-yl)pyridin-4-yl)-2-(1-cyclopropylethyl)-7-(methylsulfonyl)isoindolin-1-one, trifluoroacetate salt FC(C(=O)O)(F)F.N1C(=NC=C1)C1=NC=CC(=C1)C=1C=C2CN(C(C2=C(C1)S(=O)(=O)C)=O)[C@@H](C)C1CC1